7-prop-2-ynyl-2,7-diazaspiro[3.5]Nonane-2-carboxylic acid tert-butyl ester C(C)(C)(C)OC(=O)N1CC2(C1)CCN(CC2)CC#C